2-benzyl-2-chloro-N-(8-fluoro-4-methyl-3-quinolyl)-4-methyl-pentanamide C(C1=CC=CC=C1)C(C(=O)NC=1C=NC2=C(C=CC=C2C1C)F)(CC(C)C)Cl